((tert-butoxycarbonyl)(methyl)amino)glycine C(C)(C)(C)OC(=O)N(C)NCC(=O)O